1,2,3-trimethyl-2-phenyl-2,3-dihydro-1H-benzimidazole CN1C(N(C2=C1C=CC=C2)C)(C2=CC=CC=C2)C